rac-(4R,5R)-7-ethyl-4-(4-fluorophenyl)-6-oxo-1-propyl-5-(3-(trifluoromethyl)benzamido)-4,5,6,7-tetrahydro-1H-pyrazolo[3,4-b]pyridine-3-carboxylic acid C(C)N1C2=C([C@H]([C@H](C1=O)NC(C1=CC(=CC=C1)C(F)(F)F)=O)C1=CC=C(C=C1)F)C(=NN2CCC)C(=O)O |r|